C(C(C)(C)C)(=O)OCCC=1N(C2=CC=CC=C2C1CO)C1CCN(CC1)[C@@H]1CC[C@@H](CC1)C(C)C 2-(3-(hydroxymethyl)-1-(1-(cis-4-isopropylcyclohexyl)piperidin-4-yl)-1H-indol-2-yl)ethyl pivalate